N1N=CC2=CC(=CC=C12)O (10s)1H-indazol-5-ol